CC(\C=C/C(=C)[C@@H]1[C@@H](COC2=CC(=CC=C12)O)C1=CC=C(C=C1)O)=C(C)C (3R,4S)-4-[(3Z)-5,6-Dimethylhepta-1,3,5-trien-2-yl]-3-(4-hydroxyphenyl)-3,4-dihydro-2H-chromen-7-ol